The molecule is a steroid sulfate oxoanion that is the conjugate base of halistanol sulfonic acid G. It is a conjugate base of a halistanol sulfonic acid G. C[C@H](CC[C@H](C)C(C)C)[C@H]1CC[C@@H]2[C@@]1(CC[C@H]3[C@H]2C[C@@H]([C@@H]4[C@@]3(C[C@@H]([C@H](C4)OS(=O)(=O)[O-])OS(=O)(=O)[O-])C)OS(=O)(=O)[O-])C